methyl (S)-3-(4-hydroxyphenyl)butanoate OC1=CC=C(C=C1)[C@H](CC(=O)OC)C